2-(6-(5,5-dimethyltetrahydrofuran-3-yl)-3,6-dihydro-2H-pyran-4-yl)-4,4,5,5-tetraethyl-1,3,2-dioxaborolane CC1(CC(CO1)C1C=C(CCO1)B1OC(C(O1)(CC)CC)(CC)CC)C